3-(2-(2-(5-fluoro-2-methyl-1-(4-(methylthio)benzylidene)-1H-inden-3-yl)acetoxy)-4,6-dimethylphenyl)-3-methylbutanoic acid FC=1C=C2C(=C(C(C2=CC1)=CC1=CC=C(C=C1)SC)C)CC(=O)OC1=C(C(=CC(=C1)C)C)C(CC(=O)O)(C)C